C(C)(C)(C)OC(=O)N1C=CC2=C(C(=CC(=C12)C)OC)CN1[C@@H](CC(CC1)N1N=CC=C1)C1=CC=C(C=C1)C(=O)OC 5-methoxy-4-(((2S)-2-(4-(methoxycarbonyl)phenyl)-4-(1H-pyrazol-1-yl)piperidin-1-yl)methyl)-7-methyl-1H-indole-1-carboxylic acid tert-butyl ester